BrC1=CC(=C(C=C1)N1N=C(C=C1C1=CC(=C(C=C1)C#N)F)NC(OC(C)(C)C)=O)OC(C)C Tert-butyl (1-(4-bromo-2-isopropoxyphenyl)-5-(4-cyano-3-fluorophenyl)-1H-pyrazol-3-yl)carbamate